5-methoxy-3-[2-(dimethylamino)ethyl]indole COC=1C=C2C(=CNC2=CC1)CCN(C)C